(S)-1'-(3-(1-(2-chlorophenyl)vinyl)-1H-pyrazolo[3,4-b]pyrazin-6-yl)-1,3-dihydro-spiro[inden-2,4'-piperidin]-1-amine ClC1=C(C=CC=C1)C(=C)C1=NNC2=NC(=CN=C21)N2CCC1(CC2)[C@@H](C2=CC=CC=C2C1)N